(2R,5S,12R)-12-cyclohexyl-2-[2-(3,4-dimethoxyphenyl)ethyl]-16-methyl-3,19-dioxa-10,13,16-triazatricyclo[18.3.1.05,10]tetracosa-1(24),20,22-triene-4,11,14,17-tetrone C1(CCCCC1)[C@@H]1C(N2CCCC[C@H]2C(O[C@@H](C=2C=CC=C(OCC(N(CC(N1)=O)C)=O)C2)CCC2=CC(=C(C=C2)OC)OC)=O)=O